(imidazole-1-yl)methan-1-one N1(C=NC=C1)C=O